N-(2-(pyrrolidin-1-yl)-5-methylphenyl)-4-fluorobenzo[d]isothiazole-1,1-dioxide N1(CCCC1)C1=C(C=C(C=C1)C)N1S(C2=C(C1)C(=CC=C2)F)(=O)=O